C1OC=2SC=CC2OC1.[Na] sodium ethylenedioxythiophene